6-(4-((5-fluoro-2-methoxybenzoylamino)methyl)phenyl)-4-(4-hydroxycyclohexyl)-1H-pyrazolo[4,3-c]pyridine-7-carboxamide FC=1C=CC(=C(C(=O)NCC2=CC=C(C=C2)C2=C(C3=C(C(=N2)C2CCC(CC2)O)C=NN3)C(=O)N)C1)OC